C(#N)C1=CC=C(C=C1)P(C1=CC=C(C=C1)C#N)C1=CC=C(C=C1)C#N tri-(p-cyanophenyl)phosphine